4-(4-Amino-5-iodo-7H-pyrrolo[2,3-d]pyrimidin-7-yl)piperidine-1-carboxylic acid tert-butyl ester C(C)(C)(C)OC(=O)N1CCC(CC1)N1C=C(C2=C1N=CN=C2N)I